F[C@@]1(C[C@H](N(CC1)C(=O)OCC1=CC=CC=C1)C1=CC=CC=C1)C |r| benzyl rac-(2S,4S)-4-fluoro-4-methyl-2-phenyl-piperidine-1-carboxylate